CC1=CC(=CC=C1)S(=O)(=O)OC1=C(C=CC=C1)NC(NC1=C(C=CC=C1)OS(=O)(=O)C=1C=C(C)C=CC1)=O bis-[2-(m-toluenesulfonyloxy)phenyl]urea